C(CCCCCCCCCCC)(=O)N([C@@H](C)C(=O)O)C.N(CCO)(CCO)CCO triethanolamine N-lauroyl-N-methylalaninate